OCCNC(OC1CCC(CC1)C(N(CC12CCC(CC1)(CC2)C2=CC(=C(C=C2)OC)C)C2=CC(=CC=C2)C=2C=NN(C2)C2CC2)=O)=O 4-((3-(1-Cyclopropyl-1H-pyrazol-4-yl)phenyl) ((4-(4-methoxy-3-methylphenyl)bicyclo-[2.2.2]octan-1-yl)methyl)carbamoyl)-cyclohexyl (2-hydroxyethyl)trans-carbamate